4-(TRIFLUOROMETHYLTHIO)PHENYLISOCYANIDE FC(SC1=CC=C(C=C1)[N+]#[C-])(F)F